ethyl 2-(12-methoxy-9-oxo-5-thia-1,3,10,11-tetrazatricyclo[6.4.0.02,6]dodeca-2(6),3,7,11-tetraen-10-yl)acetate COC1=NN(C(C2=CC=3SC=NC3N12)=O)CC(=O)OCC